1-[3-Methanesulfonyl-1-(3-trifluoromethyl-phenyl)-propyl]-3-spiro[3.3]hept-2-yl-urea CS(=O)(=O)CCC(C1=CC(=CC=C1)C(F)(F)F)NC(=O)NC1CC2(C1)CCC2